CC(=CCC/C(=C/CC1=C2C(=C(C(=C1O)CC=C(C)C)O)C(=O)C3=C(O2)C=CC(=C3)O)/C)C The molecule is a member of the class of xanthones that is 9H-xanthen-9-one substituted by hydroxy groups at positions 1, 3 and 7, a prenyl group at position 2 and a geranyl group at position 4. Isolated from Cratoxylum cochinchinense, it exhibits cytotoxic and antioxidant activities. It has a role as an antioxidant, a NF-kappaB inhibitor, an antineoplastic agent and a plant metabolite. It is a member of xanthones and a polyphenol.